3-(2-hydroxyethoxy)-4-(trifluoromethyl)benzaldehyde OCCOC=1C=C(C=O)C=CC1C(F)(F)F